COC(C(=C)C(F)(F)F)=O 2-(trifluoromethyl)acrylic acid methyl ester